N1(N=CN=C1)CC1(CC=C(C=C1)C1=CC=CC=C1)CN1N=CN=C1 4,4-bis((1-1,2,4-triazol-1-yl)methyl)biphenyl